3,4,5-triphenyl-1,2,4-triazole C1(=CC=CC=C1)C1=NN=C(N1C1=CC=CC=C1)C1=CC=CC=C1